tert-butyl (2R)-2-(hydroxymethyl)-3-methylbutyrate OC[C@H](C(=O)OC(C)(C)C)C(C)C